tert.-Butyl 3-azido-3-(6-methoxypyridin-3-yl)azetidine-1-carboxylate N(=[N+]=[N-])C1(CN(C1)C(=O)OC(C)(C)C)C=1C=NC(=CC1)OC